(R)-5-bromo-N1-(1-(2,4-dichlorophenyl)ethyl)benzene-1,2-diamine BrC1=CC=C(C(=C1)N[C@H](C)C1=C(C=C(C=C1)Cl)Cl)N